2-{[2-(dimethylamino)ethyl]-methylamino}ethanol CN(CCN(CCO)C)C